N-((6-phenylpyridazin-3-yl)methyl)propiolamide C1(=CC=CC=C1)C1=CC=C(N=N1)CNC(C#C)=O